C(C)(=O)NC1=CC2=C(C=N1)C1(CN2C2=CC(=NC(=N2)C(C)(F)F)C(=O)OCC)CC1 ethyl 6-(6'-acetamidospiro[cyclopropane-1,3'-pyrrolo[3,2-c]pyridin]-1'(2'H)-yl)-2-(1,1-difluoroethyl)pyrimidine-4-carboxylate